6-[(4-Chlorophenyl)methyl]-3-(2-methoxypropan-2-yl)-8-(morpholin-4-yl)[1,2,4]triazolo[4',3':1,6]pyrimido[5,4-c]pyridazin-5(6H)-one ClC1=CC=C(C=C1)CN1C(N2C(C3=NN=C(C=C31)N3CCOCC3)=NN=C2C(C)(C)OC)=O